COC1=C(CN(C=2OC3=C(C=NC=C3C=3CC(OCC3)C(=O)OCC)N2)CC2=C(C=C(C=C2)OC)OC)C=CC(=C1)OC ethyl 4-(2-(bis(2,4-dimethoxybenzyl)amino)oxazolo[4,5-c]pyridin-7-yl)-3,6-dihydro-2H-pyran-2-carboxylate